3H-spiro[1-benzofuran-2,2'-chromane] O1C2(CCC3=CC=CC=C13)OC1=C(C2)C=CC=C1